C1(CC1)CNCC1=CC(=NC(=C1)C)N1C(C2=CC(=CC=C2C1)C1=C(C=C(C=C1)C)C1=NN=CN1C)=O 2-(4-(((Cyclopropylmethyl)amino)methyl)-6-methylpyridin-2-yl)-6-(4-methyl-2-(4-methyl-4H-1,2,4-triazol-3-yl)phenyl)isoindolin-1-one